C(C1=CC=CC=C1)OC1=NC(=CC=C1C1=NN(C2=C(C=CC=C12)N1CCC(CC1)CN1[C@@H](CN(CC1)C(=O)OC(C)(C)C)CO)C)OCC1=CC=CC=C1 tert-butyl (S)-4-((1-(3-(2,6-bis(benzyloxy)pyridin-3-yl)-1-methyl-1H-indazol-7-yl)piperidin-4-yl)methyl)-3-(hydroxymethyl)piperazine-1-carboxylate